Octan-8-amine CCCCCCCCN